C(C(C)CCC[C@@H](C)[C@H]1CC[C@H]2C3=CCC4CCCC[C@]4(C)[C@H]3CC[C@]12C)O cholest-7-enol